1-(2-methoxy-5-methyl-4-pyridyl)-2-oxo-6-(trifluoromethyl)pyridine-3-carboxylic acid COC1=NC=C(C(=C1)N1C(C(=CC=C1C(F)(F)F)C(=O)O)=O)C